CC(CP1C2CCCCC1CC2)CC(C)(C)C 9-(2,4,4-trimethylpentyl)-9-phosphabicyclo[4.2.1]nonane